(2S,4S)-4-fluoro-1-[2-[4-[(6-methoxy-3-quinolinyl)amino]-1-piperidinyl]acetyl]pyrrolidine-2-carbonitrile F[C@H]1C[C@H](N(C1)C(CN1CCC(CC1)NC=1C=NC2=CC=C(C=C2C1)OC)=O)C#N